FC=1C=C(C=CC1)COC=1C(=NC=CC1)[N+](=O)[O-] 3-[(3-fluorophenyl)methoxy]-2-nitropyridine